N-(5-((4-(1H-pyrrolo[2,3-b]pyridin-1-yl)pyrimidin-2-yl)amino)-4-methoxy-2-(methyl(2-(methylamino)ethyl)amino)phenyl)acrylamide N1(C=CC=2C1=NC=CC2)C2=NC(=NC=C2)NC=2C(=CC(=C(C2)NC(C=C)=O)N(CCNC)C)OC